CN(CCCCCCCCN(C)C)C N1,N1,N8,N8-tetramethyl-octane-1,8-diamine